OC1=CC=C(C=C1)C=C(C(=O)NC1=C(C(=O)OC)C=CC=C1)C(=O)OC methyl 2-(3-(4-hydroxy-phenyl)-2-methoxycarbonyl-acrylamido)-benzoate